FC1([C@H](CC1)N1C=C(C(=CC1=O)NC1[C@H]2CN(C[C@@H]1CC2)C)C(=O)N[C@H](C)C2=C(C(=CC=C2)C(F)F)F)F 1-((S)-2,2-difluorocyclobutyl)-N-((R)-1-(3-(difluoromethyl)-2-fluorophenyl)ethyl)-4-(((1R,5S,8S)-3-methyl-3-azabicyclo[3.2.1]oct-8-yl)amino)-6-oxo-1,6-dihydropyridine-3-carboxamide